N1CC(C1)C=1C(=C(C(=O)N)C(=CN1)F)NC1=C(C=C(C=C1)Br)Cl (azetidin-3-yl)-3-((4-bromo-2-chlorophenyl)amino)-5-fluoroisonicotinamide